ClC1=CC=C(OCC(=O)N2CCC(CC2)C=2C=C(C=NC2)O)C=C1 5-(1-(2-(4-chlorophenoxy)acetyl)-piperidin-4-yl)-3-hydroxy-pyridine